4-hexyldecyl 8-[[4-(dimethylamino)-3-hydroxy-butyl]-[8-(4-hexyldecoxy)-8-oxo-octyl]amino]octanoate CN(CC(CCN(CCCCCCCC(=O)OCCCC(CCCCCC)CCCCCC)CCCCCCCC(=O)OCCCC(CCCCCC)CCCCCC)O)C